N-((S)-2-cyano-1-(4-(ethylsulfonyl)phenyl)ethyl)-4-((2S,4S)-2-((difluoromethoxy)methyl)-4-((5-(trifluoromethoxy)pyridin-2-yl)oxy)pyrrolidin-1-yl)benzamide C(#N)C[C@@H](C1=CC=C(C=C1)S(=O)(=O)CC)NC(C1=CC=C(C=C1)N1[C@@H](C[C@@H](C1)OC1=NC=C(C=C1)OC(F)(F)F)COC(F)F)=O